(S)-4-methyl-3-(1-(6-(morpholine-4-carbonyl)thieno[3,2-d]pyrimidin-4-yl)pyrrolidin-3-yl)-N-(5-(trifluoromethyl)pyridin-3-yl)benzamide CC1=C(C=C(C(=O)NC=2C=NC=C(C2)C(F)(F)F)C=C1)[C@H]1CN(CC1)C=1C2=C(N=CN1)C=C(S2)C(=O)N2CCOCC2